4-(4-((4-(2-(2,6-dioxopiperidin-3-yl)-1,3-dioxoisoindolin-5-yl)piperazin-1-yl)methyl)piperidin-1-yl)-3-fluorobenzamide O=C1NC(CCC1N1C(C2=CC=C(C=C2C1=O)N1CCN(CC1)CC1CCN(CC1)C1=C(C=C(C(=O)N)C=C1)F)=O)=O